benzo[d][1,2]iodaoxole-1,1,1(3H)-triyltriacetate I1(OCC2=C1C=CC=C2)(CC(=O)[O-])(CC(=O)[O-])CC(=O)[O-]